C(C)(=O)C1=CC=C(C(C(=O)OC)=C1)O Methyl 5-acetylsalicylate